5-[4-(2,2-dimethylpropyl)phenyl]-2-(3-methylpyrazin-2-yl)-3-[3-(fluoromethyl)-2-methyl-azetidine-1-carbonyl]-4H-pyrazolo[1,5-a]pyrimidin-7-one CC(CC1=CC=C(C=C1)C=1NC=2N(C(C1)=O)N=C(C2C(=O)N2C(C(C2)CF)C)C2=NC=CN=C2C)(C)C